NC=1SC(=CN1)C(CN1C[C@H](OCC1)CF)N1C(CCC(C1)(F)F)=O 1-(1-(2-aminothiazol-5-yl)-2-((S)-2-(fluoromethyl)morpholino)ethyl)-5,5-difluoropiperidin-2-one